COC=1C=C(C=CC(=O)Cl)C=C(C1OC)OC 3,4,5-trimethoxycinnamic acid chloride